3-[[4-[5-isobutyl-2-(2H-tetrazol-5-yl)phenyl]piperazin-1-yl]methyl]imidazo[1,2-a]pyridine C(C(C)C)C=1C=CC(=C(C1)N1CCN(CC1)CC1=CN=C2N1C=CC=C2)C=2N=NNN2